C1(=CC=CC=C1)C([O-])C.[Li+] Lithium phenylethoxide